methylenediethanesulfonamide C(CCS(=O)(=O)N)CCS(=O)(=O)N